methyl 2-(dibenzylamino)-3-hydroxypropanoate C(C1=CC=CC=C1)N(C(C(=O)OC)CO)CC1=CC=CC=C1